ClC1=C(C(=CC(=C1)C1=CC=CC=C1)C1=C(C(=C(C(=C1[2H])[2H])[2H])[2H])[2H])C1=CC=CC=C1 3'-chloro-5'-phenyl-1,1':2',1''-terphenyl-2,3,4,5,6-d5